N-(cis-1-acetyl-2-(((cis-4-isopropylcyclohexyl)oxy)methyl)-piperidin-3-yl)-1,1,1-trifluoromethanesulfonamide C(C)(=O)N1[C@H]([C@H](CCC1)NS(=O)(=O)C(F)(F)F)CO[C@@H]1CC[C@@H](CC1)C(C)C